N-(5-(6-(3-methoxy-4-(methylsulfonyl)phenyl)pyrazin-2-yl)thiophen-3-yl)pentanamide COC=1C=C(C=CC1S(=O)(=O)C)C1=CN=CC(=N1)C1=CC(=CS1)NC(CCCC)=O